N,2-dimethyl-1-(2-oxo-1,3-dihydrobenzimidazol-5-yl)benzimidazole-5-carboxamide CNC(=O)C1=CC2=C(N(C(=N2)C)C2=CC3=C(NC(N3)=O)C=C2)C=C1